2-(2-(2-(ethylsulfonyl)-4-(trifluoromethyl)phenyl)-1-methyl-1H-imidazol-5-yl)-5-(trifluoromethyl)benzonitrile C(C)S(=O)(=O)C1=C(C=CC(=C1)C(F)(F)F)C=1N(C(=CN1)C1=C(C#N)C=C(C=C1)C(F)(F)F)C